BrC1=C(C(=C(N)C(=C1F)OC)F)F 4-Bromo-2,3,5-trifluoro-6-methoxyaniline